(tert-butoxycarbonyl)-L-glutamine C(C)(C)(C)OC(=O)N[C@@H](CCC(N)=O)C(=O)O